(3-((tert-butyldimethylsilyl)oxy)-1,1-difluoropropan-2-yl)carbamate [Si](C)(C)(C(C)(C)C)OCC(C(F)F)NC([O-])=O